FC1=C2CN(C(C2=CC=C1CN1CCN(CC1)C(=O)C1=C(CCCC1)C1=CC=C(C=C1)F)=O)C1C(NC(CC1)=O)=O 3-(4-fluoro-5-((4-(4'-fluoro-3,4,5,6-tetrahydro-[1,1'-biphenyl]-2-carbonyl)piperazin-1-yl)methyl)-1-oxoisoindolin-2-yl)piperidine-2,6-dione